FC12NCCOCC2C1 fluoro-5-oxa-2-azabicyclo[5.1.0]octane